2-amino-N-((phenyl-d2)methyl)propanamide NC(C(=O)NCC1=C(C(=CC=C1)[2H])[2H])C